C(CCCCCCCCC(=O)OC1CC(N(C(C1)(C)C)OCCCCCCCCC)(C)C)(=O)OC1CC(N(C(C1)(C)C)OCCCCCCCCC)(C)C bis(1-Nonyloxy-2,2,6,6-tetramethyl-4-piperidyl) sebacate